4-methyl-1H-1,2,4-triazol-5-one CN1C=NNC1=O